CC=1C(C(C(C1C)C)C)=O 2,3,4,5-tetramethyl-cyclopentenone